COCCOCCOCCOCCOCCOCCOCCOCCOCCOCCC(=O)OC(C)(C)C tert-butyl 2,5,8,11,14,17,20,23,26,29-decaoxadotriacontan-32-oate